NCCCCCCCCCC(=O)O 10-amino-n-decanoic acid